CN(CCN1N=C(C=C1C1=CC=2N=C(N=C(C2O1)N1CCOCC1)N1N=CC(=C1)C=1C=C(C=CC1)C)C)C N,N-dimethyl-2-(3-methyl-5-(4-morpholino-2-(4-(m-tolyl)-1H-pyrazol-1-yl)furo[3,2-d]pyrimidin-6-yl)-1H-pyrazol-1-yl)ethan-1-amine